bis-(trimethylsilyl)-trifluoroacetamide C[Si](C)(C)N(C(C(F)(F)F)=O)[Si](C)(C)C